OCC12CCOC(C1)(C2)CNC(OC(C)(C)C)=O tert-Butyl N-[[5-(hydroxymethyl)-2-oxabicyclo[3.1.1]heptan-1-yl]methyl]carbamate